C(C)C1=CC=C(CC2C(N(C(S2)=O)CCCC(=O)NC2=CC(=C(C=C2)C2=NN=NN2)O)=O)C=C1 4-(5-(4-ethylbenzyl)-2,4-dioxothiazolidin-3-yl)-N-(3-hydroxy-4-(1H-tetrazol-5-yl)phenyl)butanamide